C1=CC=C2C(=C1)C=CC=C2C(=O)O naphthalenecarboxylic acid